thieno(3,4-c)pyrrole-4,6-dione C=1SC=C2C1C(NC2=O)=O